{2-chloro-4-fluoro-5-[1,2,3,6-tetrahydro-3-methyl-2,6-dioxo-4-(trifluoromethyl)pyrimidin-1-yl]benzoyl}-N-isopropyl-N-methyl-sulfamide ClC1=C(C(=O)NS(=O)(=O)N(C)C(C)C)C=C(C(=C1)F)N1C(N(C(=CC1=O)C(F)(F)F)C)=O